C(CCCCCCCCCCCCCCCCC)OCCCN(C)C stearoxypropyl-dimethyl-amine